C1=CC=C(C=C1)C[C@@H](C(=O)[O-])NC(=O)C[NH3+] The molecule is a peptide zwitterion obtained by transfer of a proton from the carboxy to the amino terminus of Gly-Phe. It has a role as a human metabolite. It is an enantiomer of a Gly-Phe.